C(#N)C1=C2C(C(=NN(C2=CC=C1)C1=CC=C(C=C1)C#N)C(=O)O)=O 5-cyano-1-(4-cyanophenyl)-4-oxo-cinnoline-3-carboxylic acid